(R)-2-(2,6-dichloro-4-fluorophenyl)-5-((4-(3-fluoropyrrolidine-1-carbonyl)phenyl)amino)-2H-1,2,3-triazole-4-carboxamide ClC1=C(C(=CC(=C1)F)Cl)N1N=C(C(=N1)C(=O)N)NC1=CC=C(C=C1)C(=O)N1C[C@@H](CC1)F